ClC1([C@H]([C@@H]1C1=CC(=C(C=C1)F)C(F)(F)F)C(=O)NC1=CC(=C(C=C1)Cl)[N+](=O)[O-])Cl |r| trans-rac-2,2-dichloro-N-(4-chloro-3-nitrophenyl)-3-(4-fluoro-3-(trifluoromethyl)phenyl)cyclopropane-1-carboxamide